(R or S)-2-((1-(3,6-dimethyl-4-oxo-2-phenyl-3,4-dihydroquinazolin-8-yl)ethyl)amino)nicotinic acid CN1C(=NC2=C(C=C(C=C2C1=O)C)[C@@H](C)NC1=C(C(=O)O)C=CC=N1)C1=CC=CC=C1 |o1:13|